CNC(=O)C=1N=C(SC1)C=1SC=CC1 N-methyl-2-(thiophen-2-yl)-1,3-thiazole-4-carboxamide